BrC=1C=C(C=CC1F)C(C)NS(=O)C(C)(C)C N-(1-(3-bromo-4-fluorophenyl)ethyl)-2-methylpropane-2-sulfinamide